1,1-di-(t-butyl-peroxy)3,3,5-trimethylcyclohexane C(C)(C)(C)OOC1(CC(CC(C1)C)(C)C)OOC(C)(C)C